C(C(C)C)C1=C(NC2=C(C=CC=C2)[N+](=O)[O-])C(=CC=C1)CC(C)C 2,6-diisobutyl-N-(2-nitrophenyl)aniline